C(C)(C)(C)C1=CC=C(C=C1)P(C1=CC=C(C=C1)C(C)(C)C)C1=CC=C(C=C1)C(C)(C)C tri(4'-tert-butylphenyl)phosphine